C(CCCCCCCCCCCCCCCCCCCCC)C1=C(C2=CC3=CC4=CC=CC=C4C=C3C=C2C=C1)C=O behenyl-naphthaceneformaldehyde